The molecule is a 6-oxo steroid that is 5beta-cholest-7-en-6-one substituted by hydroxy groups at positions 2, 3, 14, 22 and 25 respectively (the 2beta, 3beta, 22R stereoisomer). It is a steroid prohormone of the major insect moulting hormone 20-hydroxyecdysone. It has a role as a prohormone. It is a 2beta-hydroxy steroid, a 14alpha-hydroxy steroid, a 22-hydroxy steroid, a 25-hydroxy steroid, a 6-oxo steroid, a 3beta-sterol and an ecdysteroid. It derives from a hydride of a 5beta-cholestane. C[C@@H]([C@H]1CC[C@@]2([C@@]1(CC[C@H]3C2=CC(=O)[C@H]4[C@@]3(C[C@@H]([C@@H](C4)O)O)C)C)O)[C@@H](CCC(C)(C)O)O